3-[1-(3,5-Di-tert-butyl-2-(methoxymethoxy)phenyl)-2-methylprop-1-en-1-yl]-2-phenyl-1H-indene C(C)(C)(C)C=1C(=C(C=C(C1)C(C)(C)C)C(=C(C)C)C1=C(CC2=CC=CC=C12)C1=CC=CC=C1)OCOC